7,8-dihydroPyrido[2,3-d]Pyrimidine-6-carbonitrile N1=CN=CC2=C1NCC(=C2)C#N